BrC1=CC=C(C=C1)C(C)(C)C=1N=C(SC1)NC(=O)NCC=1C=NC(=CC1)N1CCN(CC1)CCO 1-(4-(2-(4-bromophenyl)propan-2-yl)thiazol-2-yl)-3-((6-(4-(2-hydroxyethyl)piperazin-1-yl)pyridin-3-yl)methyl)urea